C(C)OC(C=C)COCC 3,4-diethoxy-1-butene